tert-butyl (4-bromobenzyl)carbamate BrC1=CC=C(CNC(OC(C)(C)C)=O)C=C1